2-Hydroxypropane-2-yl 4-(4-((6-(furan-3-yl)-2-(2-hydroxy-2-methylpropyl)-2H-indazol-5-yl)carbamoyl)thiazole-2-yl)-3,6-dihydropyridine-1(2H)-carboxylate O1C=C(C=C1)C=1C(=CC2=CN(N=C2C1)CC(C)(C)O)NC(=O)C=1N=C(SC1)C=1CCN(CC1)C(=O)OC(C)(C)O